CN1CCN(CC1)C(=O)\C(\C#N)=C\C=1OC(=CC1)C1=NC=2C(=C3C(=NC2)NC=C3)N1C1CCOCC1 (E)-2-(4-methylpiperazine-1-carbonyl)-3-(5-(1-(tetrahydro-2H-pyran-4-yl)-1,6-dihydroimidazo[4,5-d]pyrrolo[2,3-b]pyridin-2-yl)furan-2-yl)acrylonitrile